[Na+].[Na+].CC1=C(C=C(C(=C1)C)P(C1=C(C=C(C=C1)C)C)C1=CC(=C(C=C1C)C)S(=O)(=O)[O-])S(=O)(=O)[O-] Bis(4,6-dimethyl-3-sulfonatophenyl)(2,4-dimethylphenyl)phosphine, disodium salt